[N+](=O)([O-])C1=CC=C(C=C1)S(=O)(=O)N1C=CC2=CC=CC=C12 ((4-Nitrophenyl)sulfonyl)-1H-indole